FC1=C(C=CC(=C1)NC1=NC(=CC=C1[N+](=O)[O-])C1=CC=CC=C1)NC(=O)N1CCC(CC1)C(=O)OC methyl 1-[[2-fluoro-4-[(3-nitro-6-phenyl-2-pyridyl)amino]phenyl]carbamoyl]piperidine-4-carboxylate